NC1=C(C=C(C=O)C=C1)[N+](=O)[O-] 4-AMINO-3-NITROBENZALDEHYDE